CN(C=C(C(=O)C=1SC=C(C1)C(F)(F)F)C)C 3-(Dimethylamino)-2-methyl-1-(4-(trifluoromethyl)thiophen-2-yl)prop-2-en-1-one